C(#N)C[C@@H]1N(CCN(C1)C=1C2=C(N=C(N1)OC[C@H]1N(CCC1)C)CC(CCC2)C2=C1C=NNC1=CC=C2C)C(=O)OCC2=CC=CC=C2 benzyl (2S)-2-(cyanomethyl)-4-(8-(5-methyl-1H-indazol-4-yl)-2-(((S)-1-methyl pyrrolidin-2-yl)methoxy)-6,7,8,9-tetrahydro-5H-cyclohepta[d]pyrimidin-4-yl)piperazine-1-carboxylate